ClCC1=NC2=C(N1CC1(CC1)CC#N)C=C(C=C2)C(=O)OCC ethyl 2-(chloromethyl)-1-((1-(cyanomethyl) cyclopropyl) methyl)-1H-benzo[d]imidazole-6-carboxylate